beta-methyl-2,4-dimethylstyrene CC=CC1=C(C=C(C=C1)C)C